FC1=CC=C(OCCCN2CC(C(CC2)NC(C2=C(C=CC=C2)OC)=O)OC)C=C1 N-(1-[3-(4-fluorophenoxy)propyl]-3-methoxypiperidin-4-yl)-2-methoxybenzamide